[I-].NCCCCNC/1=C(CCC\C1=C/C=C\1/N(C2=CC=CC=C2C1(C)C)C)/C=C/C1=[N+](C2=CC=CC=C2C1(C)C)C 2-((E)-2-((E)-2-((4-aminobutyl)amino)-3-((E)-2-(1,3,3-trimethylindolin-2-ylidene)ethylidene)cyclohex-1-en-1-yl)vinyl)-1,3,3-trimethyl-3H-indol-1-ium iodide